tert-Butyl (6S,9S,14S,17S)-6-((1H-indol-3-yl)methyl)-9-(tert-butoxycarbonyl)-14,17-bis(4-diazo-3-oxobutyl)-2-methyl-4,7,12,15-tetraoxo-2,5,8,13,16-pentaazaoctadecan-18-oate N1C=C(C2=CC=CC=C12)C[C@H](NC(CN(C)C)=O)C(N[C@@H](CCC(N[C@H](C(N[C@H](C(=O)OC(C)(C)C)CCC(C=[N+]=[N-])=O)=O)CCC(C=[N+]=[N-])=O)=O)C(=O)OC(C)(C)C)=O